C(CCCCCCCCCCCC(C)C)(=O)O trans-iso-pentadecanoic acid